CC1=CC(=NC(=C1)C)NC(C1=CC(=CC=C1)N1C=NC=C1)=O N-(4,6-dimethylpyridin-2-yl)-3-(1H-imidazol-1-yl)benzamide